(1S,2R)-2-(3-cyclopropyl-4-nitro-pyrazol-1-yl)cyclopropanecarboxylic acid ethyl ester C(C)OC(=O)[C@@H]1[C@@H](C1)N1N=C(C(=C1)[N+](=O)[O-])C1CC1